C(C1=CC=CC=C1)OC1C(CCCCC1)=O benzoxycycloheptanone